CN(C(OC1=CC2=C(CN(C(O2)=O)CC2=C(C(=CC=C2)NC(=O)C2C(C2)(F)F)F)C=C1)=O)C 3-(3-(2,2-difluorocyclopropane-1-carboxamido)-2-fluorobenzyl)-2-oxo-3,4-dihydro-2H-benzo[e][1,3]oxazin-7-yl dimethylcarbamate